C(CCC)C1=C(C(=C(C(N1)=O)S(=O)(=O)C1=CC=C(C=N1)C1=CC=C(C(=O)NC2CC2)C=C1)O)C1=C(C=CC=C1OC)OC 4-(6-((6-butyl-5-(2,6-dimethoxyphenyl)-4-hydroxy-2-oxo-1,2-dihydropyridin-3-yl)sulfonyl)pyridin-3-yl)-N-cyclopropylbenzamide